nickel trisulfide [Ni](=S)(=S)=S